NCCN(CC)CC=1C(=C(C#N)C=CC1)F 3-(((2-aminoethyl)(ethyl)amino)methyl)-2-fluorobenzonitrile